CN(CCNC(=O)C=1N=C(OC1C1=CC=CC=C1)C1=CC=C(C=C1)F)C N-(2-(Dimethylamino)ethyl)-2-(4-fluorophenyl)-5-phenyloxazole-4-carboxamide